(S)-2-(2,6-difluorobenzoylamino)-3-(8-(4-(ethoxymethyl)-2,6-dimethoxyphenyl)-1,6-naphthyridin-5-yl)propionic acid FC1=C(C(=O)N[C@H](C(=O)O)CC2=C3C=CC=NC3=C(C=N2)C2=C(C=C(C=C2OC)COCC)OC)C(=CC=C1)F